N-(2-(3-bromobenzyl)-1-(3-vinylazetidine-1-carbonyl)pyrrolidin-3-yl)methanesulfonamide BrC=1C=C(CC2N(CCC2NS(=O)(=O)C)C(=O)N2CC(C2)C=C)C=CC1